NC1=NOC2=C1C(=CC(=C2)CN2N=C1CCN(CCC1=C2)C(=O)OC(C)(C)C)OC tert-butyl 2-((3-amino-4-methoxybenzo[d]isoxazol-6-yl)methyl)-4,5,7,8-tetrahydropyrazolo[3,4-d]azepine-6(2H)-carboxylate